2-(1-ethyl-3-methyl-1H-pyrazole-5-carboxamido)-7-methoxy-1H-benzo[d]imidazole-5-carboxamide hydrochloride Cl.C(C)N1N=C(C=C1C(=O)NC1=NC2=C(N1)C(=CC(=C2)C(=O)N)OC)C